C(CCCCCCCCCCCCCCCCC)OC1=NC=CC=C1 Octadecoxypyridine